Benzyl (1R,5S,6s)-6-((tert-butoxycarbonyl) amino)-3-azabicyclo[3.1.0]hexane-3-carboxylate C(C)(C)(C)OC(=O)NC1[C@@H]2CN(C[C@H]12)C(=O)OCC1=CC=CC=C1